tri(dimethyloctyl) phosphate P(=O)(OC(CCCCCCC)(C)C)(OC(CCCCCCC)(C)C)OC(CCCCCCC)(C)C